[N+](=O)([O-])C=1C=C(C=CC1)C1=NC=NC2=CC=CC=C12 4-(3-nitrophenyl)quinazoline